1-methyl-N-(3-methyloxetan-3-yl)-1H-indazole-6-sulfonamide CN1N=CC2=CC=C(C=C12)S(=O)(=O)NC1(COC1)C